3-(2-(5-(4-hydroxybenzylidene)-3-(2,4-dimethylphenyl)-4-oxothiazolidin-2-ylidene)hydrazono)-5-chloro-1H-indol-2-one OC1=CC=C(C=C2C(N(C(S2)=NN=C2C(NC3=CC=C(C=C23)Cl)=O)C2=C(C=C(C=C2)C)C)=O)C=C1